O=C1NC(CCC1C1=NN(C2=CC(=CC=C12)N(C1CCN(CC1)C(=O)OC(C)(C)C)C)C)=O tert-butyl 4-[[3-(2,6-dioxo-3-piperidyl)-1-methyl-indazol-6-yl]-methyl-amino]piperidine-1-carboxylate